N-(5-(2-(piperidin-4-ylmethyl)-2,7-diazaspiro[3.5]nonan-7-yl)pyridin-2-yl)piperidine-4-carboxamide hydrochloride Cl.N1CCC(CC1)CN1CC2(C1)CCN(CC2)C=2C=CC(=NC2)NC(=O)C2CCNCC2